OC(CCCC(=O)OCCOC(C=C)=O)CCCCCCC acryloyloxyethyl 5-hydroxydodecanoate